2-methyl-11-{6-[(3-octyl-1-oxoundecyl) oxy] hexyl}-9-oxo-2,8-diaza-5,10-dioxaheptadec-17-yl 3-octylundecanoate C(CCCCCCC)C(CC(=O)OCCCCCCC(OC(NCCOCCN(C)C)=O)CCCCCCOC(CC(CCCCCCCC)CCCCCCCC)=O)CCCCCCCC